FC1=C(C=C(C=C1)OC=1C(=C2C=CNC2=CC1F)S(=O)(=O)C)C=1NC2=C(C(N(CC2)C)C2=CC=C(S2)CCC(=O)O)N1 3-[5-[2-[2-fluoro-5-[(6-fluoro-4-methylsulfonyl-1H-indol-5-yl)oxy]phenyl]-5-methyl-1,4,6,7-tetrahydroimidazo[4,5-c]pyridin-4-yl]-2-thienyl]propanoic acid